6-(1H-indazol-6-yl)-N-(4-(4-isopropylpiperazin-1-yl)-3-methoxyphenyl)-[1,2,4]Triazolo[1,5-a]Pyrazin-8-amine N1N=CC2=CC=C(C=C12)C=1N=C(C=2N(C1)N=CN2)NC2=CC(=C(C=C2)N2CCN(CC2)C(C)C)OC